1-P-Menthen-9-Yl Acetate CC1=CCC(CC1)C(C)COC(=O)C